3-Hydroxyphenyl 2,4,6-tri-O-acetyl-3-azido-3-deoxy-1-thio-α-D-galactopyranoside C(C)(=O)O[C@H]1[C@@H](SC2=CC(=CC=C2)O)O[C@@H]([C@@H]([C@@H]1N=[N+]=[N-])OC(C)=O)COC(C)=O